CC(C(=O)C1=CC=CC=C1)C(CCCC)=O 2-methyl-1-phenylheptane-1,3-dione